Methyl-pyrazole-4-carbonitrile CC1=NNC=C1C#N